(R)-2-((2S,3R)-3-amino-2-hydroxy-4-phenylbutanamido)-2-(5-fluoro-3-(trifluoromethyl)phenyl)acetic acid N[C@@H]([C@@H](C(=O)N[C@@H](C(=O)O)C1=CC(=CC(=C1)F)C(F)(F)F)O)CC1=CC=CC=C1